FC(OC1=CC=C(C=C1)SCCC1=CC=C(C(=O)N)C=C1)(F)F 4-(2-(4-(trifluoromethoxy)phenyl)thioethyl)benzoyl-Amine